methyl N-[4-chloro-2-fluoro-6-[[(1S)-3-(methylamino)-1-[[(3S,5R)-5-methyl-2-oxo-pyrrolidin-3-yl]methyl]-2,3-dioxo-propyl]carbamoyl]phenyl]carbamate ClC1=CC(=C(C(=C1)C(N[C@H](C(C(=O)NC)=O)C[C@H]1C(N[C@@H](C1)C)=O)=O)NC(OC)=O)F